C(C)(C)(C)OC(=O)N1CC(=CC1)C1=CC(=C(C=C1)Br)F 3-(4-bromo-3-fluorophenyl)-2,5-dihydro-1H-pyrrole-1-carboxylic acid tert-butyl ester